C(#N)C1=CC=C(C=C1)N1C=NC2=C1C=CC(=C2)C(=O)NCC=2C=NC=CC2 1-(4-cyanophenyl)-N-(3-pyridylmethyl)benzimidazole-5-carboxamide